7-chloro-4-(4-ethyl-(2-hydroxyethyl)-amino-1-methylbutylamino)quinoline ClC1=CC=C2C(=CC=NC2=C1)N(C(CCCCC)(C)CCO)N